N-[3-pyrrolidin-1-yl-4-[2-[2-(trifluoromethyl)phenyl]piperazine-1-carbonyl]phenyl]cyclopropanecarboxamide N1(CCCC1)C=1C=C(C=CC1C(=O)N1C(CNCC1)C1=C(C=CC=C1)C(F)(F)F)NC(=O)C1CC1